(2R,3S,4S,5R)-5-(2-acetamido-7-(2-(methylthio)ethyl)-6,8-dioxo-1,6,7,8-tetrahydro-9H-purin-9-yl)-4-acetoxy-3-fluorotetrahydrofuran C(C)(=O)NC=1NC(C=2N(C(N(C2N1)[C@H]1[C@@H]([C@H](CO1)F)OC(C)=O)=O)CCSC)=O